FC=1C=CC=C2C(N(C(N(C12)C)=O)C1=C(C(=CC=C1)C1=CC=C2N1C1=CC=C(C=C1NC2=O)C(C)(C)O)C)=O 8-fluoro-3-(3-(7-(2-hydroxyprop-2-yl)-4-oxo-4,5-dihydropyrrolo[1,2-a]quinoxalin-1-yl)-2-methylphenyl)-1-methyl-quinazoline-2,4(1H,3H)-dione